1-(2,6-diethylphenyl)-5-{[3-fluoro-4-(2-fluoro-3-methylpyridin-4-yl)phenyl]methyl}-6-hydroxy-2-[1-(2-methylpropyl)-1H-pyrazol-3-yl]-1,4-dihydropyrimidin-4-one C(C)C1=C(C(=CC=C1)CC)N1C(=NC(C(=C1O)CC1=CC(=C(C=C1)C1=C(C(=NC=C1)F)C)F)=O)C1=NN(C=C1)CC(C)C